NC1=NC=C(C2=C1C(=C(N2C)C2=CC=C(C=C2)NC(C(=C)F)=O)C2=CC(=C(C=N2)C(=O)NCC(F)(F)F)OC)Br 6-(4-amino-7-bromo-2-{4-[(2-fluoroacrylamido)]phenyl}-1-methylpyrrolo[3,2-c]pyridin-3-yl)-4-methoxy-N-(2,2,2-trifluoroethyl)pyridine-3-carboxamide